imidazo[1,2-a]Pyrimidine N=1C=CN2C1N=CC=C2